C(C)OC1=NC2=C(C(N(C=C2C=C1)C1=CC2=CN(N=C2C=C1)C)=O)C=1C=NC(=CC1)C 2-ethoxy-6-(2-methyl-2H-indazol-5-yl)-8-(6-methylpyridin-3-yl)-1,6-naphthyridin-7(6H)-one